C1=CC=CC=2C3=CC=CC=C3C(C12)COC(=O)N1C[C@@H]([C@H](C1)O[Si](C)(C)C(C)(C)C)N1CCN(CCN(CCN(CC1)CC(OC(C)(C)C)=O)CC(OC(C)(C)C)=O)CC(=O)OC(C)(C)C (2S,3S,4S)-1-(((9H-Fluoren-9-yl)methoxy)carbonyl)-4-((tert-butyldimethylsilyl)oxy)-3-(4,7,10-tris(2-(tert-butoxy)-2-oxoethyl)-1,4,7,10-tetraazacyclododecan-1-yl)pyrrolidin